3-((Trans-4-((tert-butoxycarbonyl)amino)cyclohexyl)oxy)propionic acid C(C)(C)(C)OC(=O)N[C@@H]1CC[C@H](CC1)OCCC(=O)O